C(C)(C)N1C=[N+](C=C1)C(C)C 1,3-diisopropyl-imidazolium